CN1CC=C(C=C1)C=1C2=C(C3=C(C(=C(N3C3=CCN(C=C3)C)C(=C3C=CC(C(=C4C=CC(=C(C(C1)=N2)Cl)N4)Cl)=N3)Cl)C3=CCN(C=C3)C)C3=CCN(C=C3)C)Cl rac-tetrakis(N-methyl-4-pyridyl)tetrachloroporphine